3-Bromo-2-cyclopropyl-6-(trifluoromethyl)pyrrolo[2,3-b]pyridin BrC1=C(NC2=NC(=CC=C21)C(F)(F)F)C2CC2